ClC(C1=C(C=C(C=C1)NC(=O)C=1C(=NN(C1)CC(F)F)C1CC1)OC(F)F)([2H])[2H] N-{4-[chloro(2H2)methyl]-3-(difluoromethoxy)phenyl}-3-cyclopropyl-1-(2,2-difluoroethyl)-1H-pyrazole-4-carboxamide